NCOC1=C(C(=O)O)C=CC=C1 aminomethoxybenzoic acid